ethylene glycol difluorophosphite P(F)(F)OCCO